3-{[3-(acryloylamino)propyl](dimethyl)ammonio}-1-propanesulfonate C(C=C)(=O)NCCC[N+](CCCS(=O)(=O)[O-])(C)C